N-(1H-benzotriazol-1-yl)-2,4-dichlorobenzamide N1(N=NC2=C1C=CC=C2)NC(C2=C(C=C(C=C2)Cl)Cl)=O